C(C)(C)(C)OC(=O)N1CC2(C1)CC(C2)N2N=C(N=C2)C2(CC2)O 6-[3-(1-hydroxycyclopropyl)-1,2,4-triazol-1-yl]-2-azaspiro[3.3]heptane-2-carboxylic acid tert-butyl ester